tert-butyl N-[3-[2-(4-cyclopropyl-6-methoxy-pyrimidin-5-yl)-4-[[4-[1-methyl-4-(trifluoromethyl)imidazol-2-yl]phenyl]methoxy]pyrimidin-5-yl]propyl]carbamate C1(CC1)C1=NC=NC(=C1C1=NC=C(C(=N1)OCC1=CC=C(C=C1)C=1N(C=C(N1)C(F)(F)F)C)CCCNC(OC(C)(C)C)=O)OC